N-(4-(6-chloro-5-cyano-4-methoxypyridin-2-yl)phenyl)-2-fluoro-5-methoxybenzenesulfonamide ClC1=C(C(=CC(=N1)C1=CC=C(C=C1)NS(=O)(=O)C1=C(C=CC(=C1)OC)F)OC)C#N